C(=O)(OOCC(CCCC)CC)OC(C)(C)CC 2-ethylhexyl tert-amyl peroxocarbonate